CC1=NC(=CC=C1C=1C=2N(C(=NC1)NCC1=C(C=CC3=C1CCO3)F)C=NC2S2(NCCCC2)=O)C 1-(8-(2,6-dimethylpyridin-3-yl)-5-(((5-fluoro-2,3-dihydrobenzofuran-4-yl)methyl)amino)imidazo[1,5-c]pyrimidin-1-yl)-3,4,5,6-tetrahydro-1,2-thiazine 1-oxide